6-azidoacetamido-6-deoxygalactose N(=[N+]=[N-])CC(=O)NC[C@H]([C@@H]([C@@H]([C@H](C=O)O)O)O)O